methyl-pyrrolidin-3-ol CN1CC(CC1)O